butyl (cyclobutylmethyl)(piperidin-3-yl)carbamate C1(CCC1)CN(C(OCCCC)=O)C1CNCCC1